O=C1NC(CCC1N1CC2=CC=CC=C2C1)=O 2-(2,6-dioxopiperidin-3-yl)isoindoline